C(#N)C1=C(SC2=C1C(=NC=C2F)C=2C1=C(C=3C=NC(=NC3C2F)N2CC(C2)N2CCOCC2)COC1)NC(OC(C)(C)C)=O tert-Butyl (3-cyano-7-fluoro-4-(5-fluoro-3-(3-morpholinoazetidin-1-yl)-7,9-dihydrofuro[3,4-f]quinazolin-6-yl)thieno[3,2-c]pyridin-2-yl)carbamate